Cl.NC1=C(C(NC(N1C)=O)=O)C 6-amino-1,5-dimethylpyrimidine-2,4(1H,3H)-dione, hydrochloride salt